FC=1C=CC(=C(C1)NC(=O)C=1C=CC=2C=C3N([C@@H](CNC3=O)C)C2N1)S(N)(=O)=O (R)-N-(5-fluoro-2-sulfamoylphenyl)-9-methyl-6-oxo-6,7,8,9-tetrahydropyrido[3',2':4,5]pyrrolo[1,2-a]pyrazine-2-carboxamide